((4-hydroxybutyl)azanediyl)bis(hexane-6,1-diyl) bis(2-hexyl decanoate) C(CCCCC)C(C(=O)OCCCCCCN(CCCCCCOC(C(CCCCCCCC)CCCCCC)=O)CCCCO)CCCCCCCC